OCCN1CCNCC1 L-4-hydroxyethyl-piperazine